(rac-(2R,3S,4S)-4-benzyl-2-ethyl-5-oxopyrrolidin-3-yl)carbamic acid benzyl ester C(C1=CC=CC=C1)OC(N[C@@H]1[C@H](NC([C@H]1CC1=CC=CC=C1)=O)CC)=O |r|